C(C)(C)(C)OC(=O)N1CCN(CC1)C1=C(C=C(C=C1)[N+](=O)[O-])OCOC 4-(2-(Methoxymethoxy)-4-nitrophenyl)piperazine-1-carboxylic acid tert-butyl ester